FC(C1(CC1)C=1C=C2C=C(CNC2=CC1)C#N)(F)F 6-[1-(trifluoromethyl)cyclopropyl]-1,2-dihydroquinoline-3-carbonitrile